FC1=C(OC2CCN(CC2)C=2N=C3C(=NC2C2=NC=CC(=C2)OC)CN(CC3)C(C)=O)C=CC(=C1)F (2-(4-(2,4-difluorophenoxy)piperidin-1-yl)-3-(4-methoxypyridin-2-yl)-7,8-dihydropyrido[3,4-b]pyrazin-6(5H)-yl)ethan-1-one